COCCOCCOCCOCCOP(=O)(C(C1=C(C=C(C=C1C)C)C)=O)C(C1=C(C=C(C=C1C)C)C)=O 2,5,8,11-tetraoxatridecan-13-yl-bis(2,4,6-trimethylbenzoyl)phosphinate